NC1=NC(=C(C(=N1)CBr)C(=O)OCC)C(F)(F)F ethyl 2-amino-4-(bromomethyl)-6-(trifluoromethyl)pyrimidine-5-carboxylate